trans-N-cyclobutyl-3-(((4-((4-fluoro-2-methyl-1H-indol-5-yl)oxy)-6-methoxyquinazolin-7-yl)oxy)methyl)cyclobutylamine C1(CCC1)N[C@@H]1C[C@H](C1)COC1=C(C=C2C(=NC=NC2=C1)OC=1C(=C2C=C(NC2=CC1)C)F)OC